nonyltriethoxysilane tert-butyl-(S)-(7-(4-hydroxy-4-methylpiperidine-1-carbonyl)-5-methyl-4-oxo-2,3,4,5-tetrahydrobenzo[b][1,4]oxazepin-3-yl)carbamate C(C)(C)(C)N(C(O)=O)[C@@H]1C(N(C2=C(OC1)C=CC(=C2)C(=O)N2CCC(CC2)(C)O)C)=O.C(CCCCCCCC)[Si](OCC)(OCC)OCC